9,9-dioctyl(fluorene) C(CCCCCCC)C1(C2=CC=CC=C2C=2C=CC=CC12)CCCCCCCC